1-(tert-butyl)-N-(2,5-difluoro-4-(6-(1-methyl-1H-pyrazol-4-yl)pyrazolo[1,5-a]pyrazin-4-yl)benzyl)-1H-pyrazole-3-carboxamide C(C)(C)(C)N1N=C(C=C1)C(=O)NCC1=C(C=C(C(=C1)F)C=1C=2N(C=C(N1)C=1C=NN(C1)C)N=CC2)F